(R)-3-methyl-5-(1-((4-methyl-7-morpholinophthalazin-1-yl)amino)ethyl)benzonitrile CC=1C=C(C#N)C=C(C1)[C@@H](C)NC1=NN=C(C2=CC=C(C=C12)N1CCOCC1)C